(2S,6S)-tert-butyl 4-(1-((3-(5-fluoro-2-((2-fluoro-3-(methylsulfonyl)phenyl)amino)pyrimidin-4-yl)-1H-indol-7-yl)amino)-1-oxopropan-2-yl)-2,6-dimethylpiperazine-1-carboxylate FC=1C(=NC(=NC1)NC1=C(C(=CC=C1)S(=O)(=O)C)F)C1=CNC2=C(C=CC=C12)NC(C(C)N1C[C@@H](N([C@H](C1)C)C(=O)OC(C)(C)C)C)=O